C(#N)C(NC(=O)[C@H]1N(C[C@H](C1)CCC)C([C@H](C(C)(C)C)NC(C(F)(F)F)=O)=O)C1=CC(N(C2=CC=CC=C12)C)=O (2S,4S)-N-(cyano(1-methyl-2-oxo-1,2-dihydroquinolin-4-yl)methyl)-1-((S)-3,3-dimethyl-2-(2,2,2-trifluoroacetamido)butanoyl)-4-propylpyrrolidine-2-carboxamide